(RS)-4-hydroxy-3-(3-oxo-1-phenylbutyl)-2H-chromen-2-one OC1=C(C(OC2=CC=CC=C12)=O)[C@H](CC(C)=O)C1=CC=CC=C1 |r|